6-(2-(3'-chloro-[1,1'-biphenyl]-3-yl)-2-hydroxyacetyl)-2-(1-phenylcyclopropyl)-5,6,7,8-tetrahydropyrido[4,3-d]pyrimidin-4(3H)-one ClC=1C=C(C=CC1)C1=CC(=CC=C1)C(C(=O)N1CC2=C(N=C(NC2=O)C2(CC2)C2=CC=CC=C2)CC1)O